FC(C1=C(COB(O)O)C=CC(=C1)C(F)(F)F)(F)F 2,4-bistrifluoromethylbenzylboric acid